CSC(C(=O)N1C(CCCC1)C=1NC=C(N1)C1=CSC(=C1)C)C 2-(methylsulfanyl)-1-(2-(4-(5-methylthiophene-3-yl)-1H-imidazol-2-yl)piperidin-1-yl)propan-1-one